Methyl (E)-4-(4-(2-(dibenzylamino)ethoxy)butoxy)but-2-enoate C(C1=CC=CC=C1)N(CCOCCCCOC/C=C/C(=O)OC)CC1=CC=CC=C1